methyl 2-(cyclopropylamino)-2-oxoacetate C1(CC1)NC(C(=O)OC)=O